COC=1C=CC(=NC1)C1=CN=C(O1)NC1=NC=CC(=C1)OC(C)C N-[5-(5-methoxypyridin-2-yl)-1,3-oxazol-2-yl]-4-(prop-2-yloxy)pyridin-2-amine